N-(1-((2r,4r,5r)-3,3-difluoro-4-hydroxy-5-(hydroxymethyl)tetrahydrofuran-2-yl)-2-oxo-1,2-dihydropyrimidin-4-yl)nicotinamide FC1([C@@H](O[C@@H]([C@H]1O)CO)N1C(N=C(C=C1)NC(C1=CN=CC=C1)=O)=O)F